3-cyclopropyl-4-morpholinoaniline C1(CC1)C=1C=C(N)C=CC1N1CCOCC1